Potassium 3-sulfopropyl acrylate C(C=C)(=O)OCCCS(=O)(=O)O.[K]